C(C1=CC=CC=C1)N1C(C(C(=C1)CC)(CC(C(C(C(F)(F)F)(F)F)(F)F)(F)F)C)=O 1-benzyl-4-ethyl-3-methyl-3-(2,2,3,3,4,4,5,5,5-nonafluoropentyl)-1,3-dihydro-2H-pyrrol-2-one